C1(CC1)C1=CC(=NN1)NC1=NC(=NC=C1)N1C2CCC(C1)(CC2)COC N-(5-cyclopropyl-1H-pyrazol-3-yl)-2-[4-(methoxymethyl)-2-azabicyclo[2.2.2]octan-2-yl]pyrimidin-4-amine